2-methyl-1-carbonyl-8-azaspiro[4.5]decane-8-carboxylic acid CC1C(C2(CC1)CCN(CC2)C(=O)O)=C=O